CC1(C2CC3CC(CC1C3)C2)OC(C=C)=O acrylic acid 2-methyladamantan-2-yl ester